ONC(=O)C=1C(=C(C=CC1)N1CC(C1)OC1=CC=C(C=C1)CC(NC=1C=NC=CC1)=O)C1=CC=CC=C1 N-hydroxy-6-(3-(4-(2-oxo-2-(pyridin-3-ylamino)ethyl)phenoxy)azetidin-1-yl)-[1,1'-biphenyl]-2-carboxamide